FC(CN1C=NC(=C1)C1=NC(=NC=C1C(F)(F)F)N[C@@H]1[C@@H](CN(CC1)S(=O)(=O)C=1N=CN(C1)C)C)F 4-(1-(2,2-Difluoroethyl)-1H-imidazol-4-yl)-N-((3R,4S)-3-methyl-1-((1-methyl-1H-imidazol-4-yl)sulfonyl)piperidin-4-yl)-5-(trifluoromethyl)pyrimidin-2-amine